Cl[C@@H](CC)O (S)-chloropropanol